methyl 5-chloro-2-((4-fluoro-2-methyl-phenyl)amino)-nicotinate ClC=1C=NC(=C(C(=O)OC)C1)NC1=C(C=C(C=C1)F)C